OC1(CC(C1)C(=O)N1CC2(C1)CCC(CC2)C2=C(C(=CC=C2)OC)C)C ((1s,3s)-3-hydroxy-3-methylcyclobutyl)(7-(3-methoxy-2-methylphenyl)-2-azaspiro[3.5]non-2-yl)methanone